tert-butyl (1R,4R,5S)-5-{4-[(3-methyl-4-{[1,2,4]triazolo[1,5-a]pyridin-7-yloxy}phenyl)amino]pyrrolo[2,1-f][1,2,4]triazin-5-yl}-2-azabicyclo[2.2.1]heptane-2-carboxylate CC=1C=C(C=CC1OC1=CC=2N(C=C1)N=CN2)NC2=NC=NN1C2=C(C=C1)[C@@H]1[C@@H]2CN([C@H](C1)C2)C(=O)OC(C)(C)C